[3-BROMO-7-(CYANOMETHYL)-2-NAPHTHYL](DIFLUORO)METHYL-PHOSPHONIC ACID BrC=1C(=CC2=CC(=CC=C2C1)CC#N)C(F)(F)P(O)(O)=O